ClC1=NC=2N=C(NC(C2N1)=O)N 8-chloroguanine